ClC=1C(=C2C=CN(C2=C(C1)C)S(=O)(=O)C1=CC=C(C)C=C1)CN1CC2=CC=C(C=C2C1)C#N 2-((5-chloro-7-methyl-1-tosyl-1H-indol-4-yl)methyl)isoindoline-5-carbonitrile